tert-butyl [(5'-carbamoyl-2'-chloro[1,1'-biphenyl]-3-yl)methyl]carbamate C(N)(=O)C=1C=CC(=C(C1)C1=CC(=CC=C1)CNC(OC(C)(C)C)=O)Cl